Cl.COC1=C(C(=CC=C1)OC)S(=O)(=O)NC1=NOC2=C1C=C(C(=C2)C2=CC(=CC=C2)N2CCNCC2)C 2,6-dimethoxy-N-(5-methyl-6-(3-(piperazin-1-yl)phenyl)benzo[d]isoxazol-3-yl)benzenesulfonamide hydrochloride